C[C@H]1CC2=CC(CCC2CC1)C (2R)-2,7-dimethyloctahydronaphthalen